C1(CCC1)CN(C(OC(C)(C)C)=O)[C@H]1CN(CCC1)C1=NC(=C(C=C1)C=O)F tert-butyl (R)-(cyclobutylmethyl)(1-(6-fluoro-5-formylpyridin-2-yl)piperidin-3-yl)carbamate